FC(C(C1=CC(=C(C=C1)C1=C(C=CC(=C1)C=O)OCOC)F)[C@](C(=O)OCC)(CC(C)(C)F)N)(F)F ethyl (2S)-2-(2,2,2-trifluoro-1-(2-fluoro-5'-formyl-2'-(methoxymethoxy)-[1,1'-biphenyl]-4-yl) ethyl)-amino-4-fluoro-4-methylpentanoate